2-(2-chlorophenyl)-N-{4-[1-(propan-2-yl)-1H-pyrazol-4-yl]-3-sulfamoylphenyl}acetamide ClC1=C(C=CC=C1)CC(=O)NC1=CC(=C(C=C1)C=1C=NN(C1)C(C)C)S(N)(=O)=O